BrC(C(=O)C1=CNC2=C3C(=CC=C12)OCC3)C3=C(C=C(C=C3)F)OC 2-bromo-1-(7,8-dihydro-1H-furo[2,3-g]indol-3-yl)-2-(4-fluoro-2-methoxyphenyl)ethanone